Diiminotaurinate Sodium Salt [Na+].N=C(C(N)=N)S(=O)(=O)[O-]